FC1=NC(=CC=C1C=1SC=2C(N(CCC2N1)C(=O)OC(C)(C)C)=O)N1CCCCC1 tert-butyl 2-(2-fluoro-6-(piperidin-1-yl) pyridin-3-yl)-4-oxo-6,7-dihydrothiazolo[5,4-c]pyridine-5(4H)-carboxylate